NCCCOC1=NNC=C1C=1C=C/2C(=CN1)NC(\C2=C/C=2NC=CC2C(=O)O)=O 2-[(Z)-[5-[3-(3-aminopropoxy)-1H-pyrazol-4-yl]-2-oxo-1H-pyrrolo[2,3-c]pyridin-3-ylidene]methyl]-1H-pyrrole-3-carboxylic acid